Benzoic acid hemi-fumarate C(\C=C\C(=O)O)(=O)O.C(C1=CC=CC=C1)(=O)O.C(C1=CC=CC=C1)(=O)O